C(#C)C1=CC(=C2C=CC=NC2=C1)C1(CC1)NC(C1=C(C=CC(=C1)OCC1N(CC1)C)C)=O N-(1-(7-Ethynylquinolin-5-yl)cyclopropyl)-2-methyl-5-((1-methylazetidin-2-yl)methoxy)benzamide